C(C1CO1)OC1=CC=C(C=C1)C1=CC=C(C=C1)OCC1CO1 bis(2,3-epoxypropoxy)biphenyl